NCC[SiH2]C(OC)OC 2-aminoethyldimethoxymethylsilane